N-benzyl-6-chloro-3-methyl-[1,2,4]triazolo[4,3-b]pyridazin-8-amine C(C1=CC=CC=C1)NC=1C=2N(N=C(C1)Cl)C(=NN2)C